ethyl 3-(3-((tert-butoxycarbonyl)amino)phenyl)-2,2-difluoro-3-hydroxybutanoate C(C)(C)(C)OC(=O)NC=1C=C(C=CC1)C(C(C(=O)OCC)(F)F)(C)O